N-tritylcyclohexanesulfinamide C(C1=CC=CC=C1)(C1=CC=CC=C1)(C1=CC=CC=C1)NS(=O)C1CCCCC1